COC(=O)C=1C(N(C=C(C1)Br)CC#C[Si](C)(C)C)=O 5-bromo-2-oxo-1-(3-(trimethylsilyl)prop-2-yn-1-yl)-1,2-dihydropyridine-3-carboxylic acid methyl ester